C[C@]12CC(C[C@](CC1)(N2)C)N(C=2N=NC(=CN2)C2=C(C=C(C=C2)C=2C=NN(C2)C)O)C 2-(3-{[(1r,3s,5s)-1,5-dimethyl-8-azabicyclo[3.2.1]oct-3-yl](methyl)amino}-1,2,4-triazin-6-yl)-5-(1-methyl-1H-pyrazol-4-yl)phenol